ClC1=CC(=C(C=C1)NS(=O)(=O)C1=CC2=C(N=CS2)C=C1)I benzothiazol-6-sulfonic acid (4-chloro-2-iodo-phenyl)-amide